1-((2R,4S,5R)-5-(((tert-butyldiphenylsilyl)oxy)methyl)-4-hydroxytetrahydrofuran-2-yl)-5-methylpyrimidine-2,4(1H,3H)-dione [Si](C1=CC=CC=C1)(C1=CC=CC=C1)(C(C)(C)C)OC[C@@H]1[C@H](C[C@@H](O1)N1C(NC(C(=C1)C)=O)=O)O